C1(CCC1)NC(=O)C1=CC2=C(C=C1)C1=C(C(N([C@@](CO1)(C(=O)NCC1=C(C=CC=C1)OC)C)CCOC)=O)O2 (S)-N8-cyclobutyl-N3-(2-methoxybenzyl)-4-(2-methoxyethyl)-3-methyl-5-oxo-2,3,4,5-tetrahydrobenzofuro[2,3-f][1,4]oxazepine-3,8-dicarboxamide